bis(anthracene) nickel [Ni].C1=CC=CC2=CC3=CC=CC=C3C=C12.C1=CC=CC2=CC3=CC=CC=C3C=C12